C(C)(C)(C)OC(=O)N1CC2=CC=CC=C2CC1COC=1C=CC(=C(C(=O)O)C1)C 5-((2-(tert-Butoxycarbonyl)-1,2,3,4-tetrahydroisoquinolin-3-yl)methoxy)-2-methylbenzoic acid